2-bromo-6-(difluoromethyl)benzaldehyde BrC1=C(C=O)C(=CC=C1)C(F)F